N-(3-bromo-2-methylphenyl)pyrido[3,4-b]pyrazin-8-amine BrC=1C(=C(C=CC1)NC1=CN=CC2=NC=CN=C21)C